C1(CC1)CC1=C(C=NN1C)C1=NC(=NC=C1)NC1CCC(CC1)N(C)C (1R,4R)-N1-(4-(5-(cyclopropyl-methyl)-1-methyl-1H-pyrazol-4-yl)pyrimidin-2-yl)-N4,N4-dimethylcyclohexane-1,4-diamine